C(C)C=1C=NN2C1N=C(N=C2N(CC2=CC=C(C=C2)OC)CC2=CC=C(C=C2)OC)N2CCOCC2 8-ethyl-N,N-bis(4-methoxybenzyl)-2-(morpholin-4-yl)pyrazolo[1,5-a][1,3,5]triazin-4-amine